1-((S)-1-(3-methoxyphenyl)ethyl)-N3-methyl-1H-pyrazole-3,5-dicarboxamide COC=1C=C(C=CC1)[C@H](C)N1N=C(C=C1C(=O)N)C(=O)NC